O[C@H]1CC=2C(=NC=C(C2)C(=O)O)OC1(C)C (S)-3-hydroxy-2,2-dimethyl-3,4-dihydro-2H-pyrano[2,3-b]pyridine-6-carboxylic acid